(phenyldibenzofuranyl)benzene C1(=CC=CC=C1)C1=C(C2=C(OC3=C2C=CC=C3)C=C1)C1=CC=CC=C1